N-(6-Methoxybenzothiazol-2-yl)-4-morpholinobenzamid COC1=CC2=C(N=C(S2)NC(C2=CC=C(C=C2)N2CCOCC2)=O)C=C1